(7-(3-Fluoro-5-methoxy-4-methylphenyl)-2-azaspiro[3.5]nonan-2-yl)((1s,3s)-3-hydroxy-3-methylcyclobutyl)methanon FC=1C=C(C=C(C1C)OC)C1CCC2(CN(C2)C(=O)C2CC(C2)(C)O)CC1